C(N)(OC1=NC=CC2=CC=CC=C12)=O isoquinolin-1-yl carbamate